C(=CC1=CC=CC=C1)[SiH3] STYRYLSILANE